SCCCCC(=O)O.SCCCCC(=O)O.SCCCCC(=O)O.CC(CC)(C)C trimethylpropane tris(5-mercaptovalerate)